2-[2-[4-(2,4,4-trimethylpentan-2-yl)phenoxy]ethoxy]ethanol CC(C)(CC(C)(C)C)C1=CC=C(OCCOCCO)C=C1